NC[C@H](CC)O (2S)-1-aminobutan-2-ol